6,13-dihydropentacene C1=CC=CC2=CC=3CC4=CC5=CC=CC=C5C=C4CC3C=C12